FC(C(C(C(C(C(C(C(F)(F)F)(F)F)(F)F)(F)F)(F)F)(F)F)(F)F)(S(=O)(=O)[O-])F.CC1=C(C=CC=C1)[S+](C1=CC=CC=C1)C1=CC=CC=C1 methylphenyl-diphenylsulfonium perfluorooctanesulfonate